COC1=C2C(=CNC2=CC=C1)SC#N 4-methoxy-3-thiocyanato-1H-indole